O[Si](C)(C)C hydroxytrimethylsilane